1-(2-fluoro-4-(5-(2-(3-(trifluoromethoxy)phenyl)acetamido)-1,3,4-thiadiazol-2-yl)butyl)-N-((5-methoxypyridin-3-yl)methyl)-1H-1,2,3-triazole-4-carboxamide FC(CN1N=NC(=C1)C(=O)NCC=1C=NC=C(C1)OC)CCC=1SC(=NN1)NC(CC1=CC(=CC=C1)OC(F)(F)F)=O